O=C1C[C@H](N(C1)C(=O)OC(C)(C)C)C(=O)OC 1-t-butyl 2-methyl (2S)-4-oxopyrrolidine-1,2-dicarboxylate